(4-cyanophenyl)-D-alaninamide C(#N)C1=CC=C(C=C1)N[C@H](C)C(=O)N